7-(6-(1-(cyclobutyl(4-fluorophenyl)methyl)-1H-pyrazol-4-yl)-3-fluoropyridin-2-yl)-[1,2,4]triazolo[1,5-a]pyridin-2-amine C1(CCC1)C(N1N=CC(=C1)C1=CC=C(C(=N1)C1=CC=2N(C=C1)N=C(N2)N)F)C2=CC=C(C=C2)F